FC1=CC=C(C=C1)C(N1[C@@H](CN([C@H](C1)C)C=1C2=C(N=C(N1)Cl)SC=N2)CC#N)C2=CC=C(C=C2)F 2-((2R,5S)-1-(bis(4-fluorophenyl)methyl)-4-(5-chlorothiazolo[5,4-d]pyrimidin-7-yl)-5-methylpiperazin-2-yl)acetonitrile